2-chloro-6-(dimethoxymethyl)pyrazine ClC1=NC(=CN=C1)C(OC)OC